methyldimethoxysilylpropyl ether C[Si](OC)(OC)OCCC